(((3-chloro-1-methyl-1H-pyrazol-4-yl)sulfonyl)methyl)pyridine ClC1=NN(C=C1S(=O)(=O)CC1=NC=CC=C1)C